CC(C=O)=CC=CC(C)C 2,6-dimethyl-2,4-heptadienal